C(#N)C1CC2CC(CC2C1)C(=O)OC methyl 5-cyanooctahydropentalene-2-carboxylate